tert-butyl (cis-4-((3-cyano-6-morpholinopyrazolo[1,5-a]pyridin-4-yl)oxy)cyclohexyl)carbamate C(#N)C=1C=NN2C1C(=CC(=C2)N2CCOCC2)O[C@H]2CC[C@H](CC2)NC(OC(C)(C)C)=O